6-bromo-N,N-dimethylpyridineamide BrC1=CC=CC(=N1)C(=O)N(C)C